6-((1R,5S,6r)-6-(1-isopropyl-3-(4-(trifluoromethyl)pyridin-2-yl)-1H-pyrazol-5-yl)bicyclo[3.1.0]hexan-3-yl)-2-thia-6-azaspiro[3.4]octane 2,2-dioxide C(C)(C)N1N=C(C=C1C1[C@H]2CC(C[C@@H]12)N1CC2(CS(C2)(=O)=O)CC1)C1=NC=CC(=C1)C(F)(F)F